NC1(CCN(CC1)C=1C=C(C2=C(N1)NN=C2C2=C(C(=NC=C2)Br)Cl)C(=O)O)C 6-(4-amino-4-methylpiperidin-1-yl)-3-(2-bromo-3-chloropyridin-4-yl)-1H-pyrazolo[3,4-b]pyridine-4-carboxylic acid